COC[C@H]1N(C[C@@H](NC1)C)C(CC)C1=CC=C(C=C1)C(F)(F)F (2S,5S)-2-(methoxymethyl)-5-methyl-1-(1-(4-(trifluoromethyl)phenyl)propyl)piperazine